3,5-dioxo-4,5-dihydro-1,2,4-triazine O=C1NN=CC(N1)=O